t-butyl-4-(2-aminoethyl)azepane-1-carboxylic acid C(C)(C)(C)C1N(CCCC(C1)CCN)C(=O)O